(4aR,8aS)-6-(2-hydroxy-7-azaspiro[3.5]nonane-7-carbonyl)hexahydro-2H-pyrido[4,3-b][1,4]oxazin-3(4H)-one OC1CC2(C1)CCN(CC2)C(=O)N2C[C@@H]1[C@@H](OCC(N1)=O)CC2